C1(CCC1)C=1N=CC2=C(N1)NC=C2C2=CC=1N(C=C2)N=CC1C(=O)NC1CC(C1)(F)F 5-(2-cyclobutyl-7H-pyrrolo[2,3-d]pyrimidin-5-yl)-N-(3,3-difluorocyclobutyl)pyrazolo[1,5-a]pyridine-3-carboxamide